Br\C(=C/C=O)\C1=CC=C(C=C1)C (Z)-3-bromo-3-(p-tolyl)acrolein